BrC1=CC=C(C2=C1OCC(N2)=O)Cl 8-bromo-5-chloro-2H-benzo[b][1,4]oxazin-3(4H)-one